NC1=CC=C(CC2C3(CNCCNCC(CNCCN2)(CNCCNC3)N)N)C=C1 (4-aminobenzyl)-3,6,10,13,16,19-hexaazabicyclo[6.6.6]eicosane-1,8-diamine